CC1=C(C2=C(N=N1)SC1=C2N=CN=C1NCC1=CC=C(C=C1)C(=O)N1C[C@@H](CC1)F)C [4-[[(3,4-dimethylpyrimidino[4',5':4,5]thieno[2,3-c]pyridazin-8-yl)amino]methyl]phenyl]-[(3R)-3-fluoropyrrolidin-1-yl]methanone